C1(CCCCC1)[C@@H](C(=O)N(CCN1C2CC(CC1CC2)C2=CC(=CC=C2)O)CC2CCCCC2)O (S)-2-cyclohexyl-N-cyclohexylmethyl-2-hydroxy-N-{2-[3-endo-(3-hydroxy-phenyl)-8-azabicyclo[3.2.1]oct-8-yl]-ethyl}acetamide